C(C)(C)C1CCN(CC1)C1=NC=C(C=N1)NC1=CC=C(CNC(=O)[C@@H]2NCCC2)C=C1 (R)-N-(4-((2-(4-isopropylpiperidin-1-yl)pyrimidin-5-yl)amino)benzyl)pyrrolidine-2-carboxamide